5-(2-chlorobenzyl)-6,7-difluoro-3-((3-fluorobenzyl)amino)-4H-benzo[e][1,2,4]thiadiazine 1,1-dioxide ClC1=C(CC2=C(C(=CC3=C2NC(=NS3(=O)=O)NCC3=CC(=CC=C3)F)F)F)C=CC=C1